OC=1C=C(C2=CC=CC=C2C1)C1=CC=C2C(=NC(=NC2=C1)OCC12CCCN2CCC1)N1C[C@H]2CC[C@@H](C1)N2C(=O)N[C@@H]2CNCCC2 (1R,5S)-3-(7-(3-hydroxynaphthalen-1-yl)-2-((tetrahydro-1H-pyrrolizin-7a(5H)-yl)methoxy)quinazolin-4-yl)-N-((S)-piperidin-3-yl)-3,8-diazabicyclo[3.2.1]octane-8-carboxamide